fluoro-6'-(2-fluorocyclopropyl)-2',3'-dihydro-1'H-spiro[cyclopropane-1,4'-isoquinoline] FC1NCC2(C3=CC(=CC=C13)C1C(C1)F)CC2